C1(=NC=CC2=C1NC1=CC=CC=C21)C(=O)N 9H-pyrido[3,4-b]indole-1-carboxamide